C1(=CC=CC=C1)N1NC(=CC1C1=CC=C(C=C1)N(C1=CC=CC=C1)C1=CC=CC=C1)C1=CSC=C1 1-phenyl-3-(3-thienyl)-5-(4-diphenylaminophenyl)pyrazoline